2,6-Bis-(2,6-diamino-hexanylamino)-2,6-diamino-hexanic acid (diphenylmethyl)-amide C1(=CC=CC=C1)C(C1=CC=CC=C1)NC(C(CCCC(N)NCC(CCCCN)N)(N)NCC(CCCCN)N)=O